CC1(CC(C1)[C@H](NC(=O)N1[C@@H](C(NCC1)=O)C)C=1C=NC(=CC1)C(F)(F)F)C |o1:5| (2R)-N-((S or R)-(3,3-dimethylcyclobutyl)(6-(trifluoromethyl)pyridin-3-yl)methyl)-2-methyl-3-oxopiperazine-1-carboxamide